C1(CC1)C1=CC(=C2C(=NC(N(C2=C1)C=1C=NC=CC1)=O)NC)OC 7-Cyclopropyl-5-methoxy-4-(methylamino)-1-(pyridin-3-yl)quinazolin-2(1H)-one